1-(6-chlorothieno[2,3-b]pyridin-2-yl)-3-methoxy-3-methylcyclobutan-1-ol ClC1=CC=C2C(=N1)SC(=C2)C2(CC(C2)(C)OC)O